C(C)(=O)N[C@@H](CCCN)C(=O)O Acetyl-Ornithin